C(C)C(CC(C(=O)O)=CC1=CC=C(C=C1)OC)CCCC.COC(C(=O)OC(CCCCC)CC)=CC1=CC=CC=C1 ethylhexyl methoxycinnamate (2-ethylhexyl p-methoxycinnamate)